N-(cis-2-(((cis-4-(2,3-difluorophenyl)cyclohexyl)oxy)methyl)piperidin-3-yl)methanesulfonamide FC1=C(C=CC=C1F)[C@H]1CC[C@H](CC1)OC[C@@H]1NCCC[C@@H]1NS(=O)(=O)C